1-(1-acryloylpiperidin-4-yl)-7-chloro-4-(2,6-diethylphenyl)-6-(2-fluoro-6-hydroxyphenyl)-1,4-dihydropyrido[2,3-b]pyrazine-2,3-dione C(C=C)(=O)N1CCC(CC1)N1C2=C(N(C(C1=O)=O)C1=C(C=CC=C1CC)CC)N=C(C(=C2)Cl)C2=C(C=CC=C2O)F